N-[(4S)-chroman-4-yl]-8-(2,3-dichlorophenyl)-4-oxo-1,4-dihydro-1,6-naphthyridine-3-carboxamide O1CC[C@@H](C2=CC=CC=C12)NC(=O)C1=CNC2=C(C=NC=C2C1=O)C1=C(C(=CC=C1)Cl)Cl